ClC1=C(C(=NC=C1)C=O)F 4-chloro-3-fluoropicolinaldehyde